FC=1C=C(CC=2NC(=NN2)C(=O)OCC)C=C(C1)C(F)(F)F ethyl 5-(3-fluoro-5-trifluoromethylbenzyl)-4H-1,2,4-triazole-3-carboxylate